C12(CC3CC(CC(C1)C3)C2)CN2N=CC(=C2C)B2OC(C(O2)(C)C)(C)C 1-(((3r,5r,7r)-adamantan-1-yl)methyl)-5-methyl-4-(4,4,5,5-tetramethyl-1,3,2-dioxaborolan-2-yl)-1H-pyrazole